ClC=1C(=NC(=NC1)NC1=C(C=C2CCN(CC2=C1)C)OC)N1CCC2=CC(=CC=C12)P(C)C (1-(5-chloro-2-((6-methoxy-2-methyl-1,2,3,4-tetrahydroisoquinolin-7-yl)amino)pyrimidin-4-yl)indolin-5-yl)dimethylphosphine